5-(2-Fluoro-6-methylphenyl)-1H-pyrrolo[2,3-c]pyridin-2(3H)-one FC1=C(C(=CC=C1)C)C=1C=C2C(=CN1)NC(C2)=O